tert-Butyl (3-cyano-5-fluoro-4-(5-fluoro-3-((3R,4R)-3-hydroxy-4-(isopropyl(methyl)amino) pyrrolidin-1-yl)-7,9-dihydrofuro[3,4-f]quinazolin-6-yl)benzo[b]thiophen-2-yl)carbamate C(#N)C=1C2=C(SC1NC(OC(C)(C)C)=O)C=CC(=C2C=2C1=C(C=3C=NC(=NC3C2F)N2C[C@H]([C@@H](C2)N(C)C(C)C)O)COC1)F